O=C(CN1C(=NC=C1)C(=O)O)C1=CC=CC=C1 1-(2-oxo-2-phenylethyl)-1H-imidazole-2-carboxylic acid